2-(2-butoxyethoxy)ethane acetate C(C)(=O)O.C(CCC)OCCOCC